C(C)OC1=CC=C(CC2=CC(=C(C(=C2)F)[C@@H]2O[C@@H]([C@H]([C@@H]([C@H]2O)O)O)CO)F)C=C1 (2S,3R,4R,5S,6R)-2-(4-(4-ethoxybenzyl)-2,6-difluorophenyl)-6-(hydroxymethyl)tetrahydro-2H-pyran-3,4,5-triol